(+/-)-tert-butyl trans-4-(benzoyloxy)-3-methylpiperidine-1-carboxylate C(C1=CC=CC=C1)(=O)O[C@H]1[C@@H](CN(CC1)C(=O)OC(C)(C)C)C |r|